FC(S(=O)(=O)OC1=C(CN(C1)C(=O)OC(C)(C)C)C(=O)OCC)(F)F 1-tert-butyl 3-ethyl 4-(((trifluoromethyl)sulfonyl)oxy)-1H-pyrrole-1,3(2H,5H)-dicarboxylate